C(C)(=O)NCCNC(O[C@@H]1CC[C@H](CC1)C(N(C[C@@H]1CC[C@H](CC1)C1=CC(=C(C=C1)OC)C)C1=CC(=CC=C1)C=1C=NN(C1)C1CC1)=O)=O trans-4-((3-(1-Cyclopropyl-1H-pyrazol-4-yl)phenyl)((trans-4-(4-methoxy-3-methylphenyl)cyclohexyl)methyl) carbamoyl)cyclohexyl (2-acetamidoethyl)carbamate